CC1(N(C(N(C1=O)CC1=CC(=C(OC(C(=O)OCC)(C)C)C(=C1)C)C)=O)C1=CC=C(C=C1)OC(F)(F)F)C Ethyl 2-(4-((4,4-dimethyl-2,5-dioxo-3-(4-(trifluoromethoxy)phenyl) imidazolin-1-yl) methyl)-2,6-dimethylphenoxy)-2-methylpropionate